trans-N-(4-Fluoro-3-methylphenyl)-2-methyl-8-(3-methyloxetan-3-carbonyl)-5,5a,6,7,8,9,9a,10-octahydro-2H-pyrido[4,3-f]pyrrolo[3,4-b][1,4,5]oxathiazocin-1-carboxamid-4,4-dioxid FC1=C(C=C(C=C1)NC(=O)C=1N(C=C2C1OC[C@H]1[C@H](NS2(=O)=O)CCN(C1)C(=O)C1(COC1)C)C)C